CN(CCNC1=NN2C(N=CC=C2C(=O)NC2CC3=CC=CC=C3C2)=C1)C 2-[2-(dimethylamino)ethylamino]-N-indan-2-yl-pyrazolo[1,5-a]pyrimidine-7-carboxamide